ClCC1(CO1)C 2-chloromethyl-1,2-epoxypropane